[5-(1-fluorocyclopropyl)-1-methylpyrazol-4-yl]methanone FC1(CC1)C1=C(C=NN1C)C=O